2-thiophen-2-yl-thiazol S1C(=CC=C1)C=1SC=CN1